2-[[5-[2-fluoro-4-(trifluoromethyl)phenyl]-3-methyl-triazol-4-yl]methyl]-5-[3-(2,2,2-trifluoroethoxy)azetidin-1-yl]pyridazin-3-one FC1=C(C=CC(=C1)C(F)(F)F)C1=C(N(N=N1)C)CN1N=CC(=CC1=O)N1CC(C1)OCC(F)(F)F